CN(C=1C=C(OCCOC=2C=C(N(CC3=CC=C(C=C3)N3CCOCC3)CC3=CC(=CC=C3)OC)C=CC2)C=CC1)C 3-(2-(3-(dimethylamino)phenoxy)ethoxy)-N-(3-methoxybenzyl)-N-(4-morpholinobenzyl)aniline